CC=1N=C2N(N=C(C=C2C)C=2N=C3N(C(C2)=O)C=C(C=C3C)N3CCNC2(CC2)C3)C1 2-(2,8-dimethylimidazo[1,2-b]pyridazin-6-yl)-9-methyl-7-(4,7-diazaspiro[2.5]oct-7-yl)-4H-pyrido[1,2-a]pyrimidin-4-one